C(C)(=O)C=1C(=CC(=NC1)Cl)OCC1CCC(CC1)CNC(OC(C)(C)C)=O tert-Butyl (((1r,4r)-4-(((5-acetyl-2-chloropyridin-4-yl)oxy)methyl)cyclohexyl)methyl)carbamate